3-(4-hydroxy-6-mercapto-1H-pyrazolo[3,4-d]pyrimidin-1-yl)benzoic acid OC1=C2C(=NC(=N1)S)N(N=C2)C=2C=C(C(=O)O)C=CC2